(R) or (S)-N'-((1,2,3,5,6,7-hexahydro-s-indacen-4-yl)carbamoyl)-5-(2-hydroxypropan-2-yl)-4-phenylthiophene-2-sulfonimidamide C1CCC2=C(C=3CCCC3C=C12)NC(=O)N=[S@](=O)(N)C=1SC(=C(C1)C1=CC=CC=C1)C(C)(C)O |o1:16|